N-(2-((4-bromothiazol-2-yl)amino)-2-oxoethyl)-1-(tert-butyl)-1H-pyrrole-3-carboxamide BrC=1N=C(SC1)NC(CNC(=O)C1=CN(C=C1)C(C)(C)C)=O